C1(=CC=CC=C1)C(CN\C(=N/C1=CC=C(C=C1)C)\C=1OC=CC1)C1=CC=CC=C1 (Z)-N-(2,2-diphenylethyl)-N'-(p-tolyl)furan-2-carboximidamide